O1C[C@@H](C=CC1)N1C(C2=CC=CC=C2C1=O)=O |r| rac-2-(3,6-dihydro-2H-pyran-3-yl)isoindoline-1,3-dione